tert-butyl (3-((1-(2-(3-cyano-1H-pyrazol-1-yl)quinolin-4-yl)ethyl)carbamoyl)-4-methylbenzyl)carbamate C(#N)C1=NN(C=C1)C1=NC2=CC=CC=C2C(=C1)C(C)NC(=O)C=1C=C(CNC(OC(C)(C)C)=O)C=CC1C